C(\C=C\C)C1(CCCC1)C#N (E)-1-(But-2-en-1-yl)cyclopentane-1-carbonitrile